C1(CC1)N1N=C(C2=CC(=CC=C12)B1OC(C(O1)(C)C)(C)C)C 1-cyclopropyl-3-methyl-5-(4,4,5,5-tetramethyl-1,3,2-dioxaborolan-2-yl)-1H-indazole